C12CN(CC(CC1)O2)C=2C=C1C(=CN=NC1=CC2)N[C@H](C)C2=C(C(=CC=C2)C(F)F)F 6-(8-Oxa-3-azabicyclo[3.2.1]oct-3-yl)-N-((R)-1-(3-(difluoromethyl)-2-fluorophenyl)ethyl)cinnolin-4-amine